N1C=C(C=2C1=NC=CC2)C2CCN(CC2)CC=2C=C1C(N(C(C1=CC2)=O)N2C(NC(CC2)=O)=O)=O 5-((4-(1H-pyrrolo[2,3-b]pyridin-3-yl)piperidin-1-yl)methyl)-2-(2,4-dioxotetrahydropyrimidin-1(2H)-yl)isoindoline-1,3-dione